6-{7-[(3R,4R)-3-fluoro-2,2-dimethylpiperidin-4-yl]-7H-pyrrolo[2,3-c]pyridazin-3-yl}-2-methyl-1,3-benzothiazol-5-ol formate salt C(=O)O.F[C@H]1C(NCC[C@H]1N1C=CC2=C1N=NC(=C2)C2=CC1=C(N=C(S1)C)C=C2O)(C)C